ClC1=C(C(=O)O)C=CN=C1C(C)(C)C#N 3-chloro-2-(2-cyanoprop-2-yl)isonicotinic acid